((1-acetamido-1-carboxy-2-methylpropan-2-yl)disulfaneyl)(amino)methaniminium chloride [Cl-].C(C)(=O)NC(C(C)(C)SSC(=[NH2+])N)C(=O)O